3-[7-(2-methoxy-4,6-dimethyl-phenyl)-1,8-naphthyridin-2-yl]cyclopentanone COC1=C(C(=CC(=C1)C)C)C1=CC=C2C=CC(=NC2=N1)C1CC(CC1)=O